N-(2-(5-((4-(4-((4-aminobut-2-yn-1-yl)oxy)-6-methylpyrimidin-2-yl)piperazin-1-yl)sulfonyl)indoline-1-carbonyl)phenyl)-N-methylmethanesulfonamide NCC#CCOC1=NC(=NC(=C1)C)N1CCN(CC1)S(=O)(=O)C=1C=C2CCN(C2=CC1)C(=O)C1=C(C=CC=C1)N(S(=O)(=O)C)C